9-Butyl-6-chloro-2-(propylthio)-9H-purine C(CCC)N1C2=NC(=NC(=C2N=C1)Cl)SCCC